(3Z)-1-chloro-15,15-dimethoxy-3-pentadecene ClCC\C=C/CCCCCCCCCCC(OC)OC